benzylthiocarbazole C(C1=CC=CC=C1)SC1=CC=CC=2C3=CC=CC=C3NC12